imidazolyl-bistrifluoromethyl-sulfimide N1C(=NC=C1)N=S(C(F)(F)F)C(F)(F)F